N-(2-ethyl-5-fluoropyrimidin-4-yl)-5-{[(2S,5R)-4-(3-methoxypropyl)-2,5-dimethylpiperazin-1-yl]carbonyl}-6,6-dimethyl-1,4,5,6-tetrahydropyrrolo[3,4-c]pyrazol-3-amine C(C)C1=NC=C(C(=N1)NC=1C2=C(NN1)C(N(C2)C(=O)N2[C@H](CN([C@@H](C2)C)CCCOC)C)(C)C)F